BrC1=NN2C(C(N[C@@H](C2)COC)=O)=C1 (S)-2-bromo-6-(methoxymethyl)-6,7-dihydropyrazolo[1,5-a]pyrazin-4(5H)-one